4-(aminomethyl)benzenesulfonamide HCl salt Cl.NCC1=CC=C(C=C1)S(=O)(=O)N